R-bisphenol A OC1=CC=C(C=C1)C(C)(C)C1=CC=C(C=C1)O